NC1=C(C(=NN1C1=C(C(=CC=C1C)OC)C)C=1SC=CN1)C(=O)N 5-amino-1-(3-methoxy-2,6-dimethylphenyl)-3-(1,3-thiazol-2-yl)pyrazole-4-carboxamide